FC1=C(OC2OC=CC=C2)C=CC=C1F (2,3-difluorophenoxy)pyran